CC(C)CCC[C@@H](C)[C@H]1CC[C@H]2[C@@H]3CC=C4C[C@H](CC[C@]4(C)[C@H]3CC[C@]12C)OCCCCCCCCOC(CN(C)C)COCCCCCCCC\C=C/C\C=C/CCCCC 2-({8-[(3β)-cholest-5-en-3-yloxy]octyl}oxy)N,N-dimethyl-3-[(9Z,12Z)-octadec-9,12-dien-1-yloxy]propane-1-amine